tert-butyl 3-[(3,4-difluorophenyl)methylcarbamoyl]pyrrolidine-1-carboxylate FC=1C=C(C=CC1F)CNC(=O)C1CN(CC1)C(=O)OC(C)(C)C